CCCC(CC(C)C)[Si](OCC)(OCC)OCC 4-isooctyltriethoxysilane